N1C=C(C2=CC=CC=C12)C(C(=O)OCC)=O ethyl 2-(1H-indol-3-yl)-2-oxoacetate